2,4-bis(methoxyphenyl)-1,3,2,4-dithiadiphosphetane-2,4-disulfide COC1=C(C=CC=C1)P1(SP(S1)(C1=C(C=CC=C1)OC)=S)=S